N-(3-cyanooxetane-3-yl)-2-methylpropane-2-sulfenamide C(#N)C1(COC1)NSC(C)(C)C